rac-(1S*,2S*)-2-(3-chlorophenyl)-N-(6-((6-cyclopropylimidazo[1,2-a]pyridin-2-yl)methoxy)pyrimidin-4-yl)cyclopropane-1-carboxamide ClC=1C=C(C=CC1)[C@@H]1[C@H](C1)C(=O)NC1=NC=NC(=C1)OCC=1N=C2N(C=C(C=C2)C2CC2)C1 |r|